vinyl-isophthalic acid epoxypropyl ester C(C1CO1)OC(C1=C(C(C(=O)O)=CC=C1)C=C)=O